(3S,4S)-8-(9-(cyclopropylethynyl)-7H-imidazo[1,2-c]pyrazolo[4,3-e]pyrimidin-5-yl)-3-methyl-2-oxa-8-azaspiro[4.5]decan-4-amine C1(CC1)C#CC1=NNC2=C1C=1N(C(=N2)N2CCC3([C@@H]([C@@H](OC3)C)N)CC2)C=CN1